bis[2,4-bis(1,1-dimethylethyl)-6-methylphenyl] phosphite P(OC1=C(C=C(C=C1C)C(C)(C)C)C(C)(C)C)(OC1=C(C=C(C=C1C)C(C)(C)C)C(C)(C)C)[O-]